(4R)-4-[3-Oxo-3-[3-[5-[3-(trifluoro-methyl)pyrrolidin-1-yl]-2-pyridyl]azetidin-1-yl]propyl]oxazolidin-2-one O=C(CC[C@H]1NC(OC1)=O)N1CC(C1)C1=NC=C(C=C1)N1CC(CC1)C(F)(F)F